6-bromo-2-((4-(dimethylamino)cyclohexyl)amino)-8-methylpteridin BrC1=NC=2C=NC(=NC2N(C1)C)NC1CCC(CC1)N(C)C